N(=[N+]=[N-])CC(CO)(CO)CN=[N+]=[N-] 2,2-bis(azidomethyl)propane-1,3-diol